CN1C(C(=NC2=CC=CC=C12)C1=C(N(C2=CC=C(C=C12)C#N)C)C(F)(F)F)=O 1-methyl-3-(1-methyl-2-trifluoromethyl-5-cyano-indol-3-yl)quinoxaline-2(1H)-one